7-{(1r,5s,6r)-6-[cyclopropyl-(ethyl)carbamoyl]-3-azabicyclo[3.1.0]hex-3-yl}-3-oxa-9-azabicyclo[3.3.1]nonane-9-carboxylic acid ethyl ester C(C)OC(=O)N1C2COCC1CC(C2)N2C[C@H]1C([C@H]1C2)C(N(CC)C2CC2)=O